6-(3-chloro-6-(difluoromethyl)-2-fluorophenyl)-3-(hydroxymethyl)-N-(1-((S)-1-(2-((1r,5S)-2-oxo-3-azabicyclo[3.1.0]hex-3-yl)pyrimidin-5-yl)ethyl)-1H-pyrazol-4-yl)pyrazine-2-carboxamide ClC=1C(=C(C(=CC1)C(F)F)C1=CN=C(C(=N1)C(=O)NC=1C=NN(C1)[C@@H](C)C=1C=NC(=NC1)N1C([C@@H]2C[C@@H]2C1)=O)CO)F